C(\C=C\CCCC(=O)O)C(=O)O trans-2-hexene-1,6-dicarboxylic acid